S1CCC=C1 4-thiolene